1-(5-bromo-3-fluoropyridin-2-yl)-3-hydroxy-3-methylcyclobutane-1-carbonitrile BrC=1C=C(C(=NC1)C1(CC(C1)(C)O)C#N)F